(1,3-Dioxoisoindolin-2-yl)butane-2-sulfonyl chloride O=C1N(C(C2=CC=CC=C12)=O)CCC(C)S(=O)(=O)Cl